bis(2-aminoethyl)sulfoxide NCCS(=O)CCN